3-bromo-6-methoxy-2-(o-tolyl)benzo[b]thiophene BrC=1C2=C(SC1C1=C(C=CC=C1)C)C=C(C=C2)OC